S(=O)(=O)([O-])[O-].[K+].C(CCCCCCCCCCC)[N+](C)(C)C Dodecyl-trimethyl-ammonium potassium sulfate